O1NC=CCC=C1 2,5-dihydro-1,2-oxaazepine